5-(6-((1S,6R,7R)-7-(aminomethyl)-7-(2-fluorophenyl)-3-azabicyclo[4.1.0]heptan-3-yl)-1H-pyrazolo[3,4-b]pyrazin-3-yl)-1-methylquinolin-2(1H)-one NC[C@@]1([C@@H]2CCN(C[C@H]12)C1=CN=C2C(=N1)NN=C2C2=C1C=CC(N(C1=CC=C2)C)=O)C2=C(C=CC=C2)F